6-(5-(pyrazolo[1,5-a]pyrimidin-5-yl)-7H-pyrrolo[2,3-d]pyrimidin-2-yl)quinoline N1=CC=C2N1C=CC(=N2)C2=CNC=1N=C(N=CC12)C=1C=C2C=CC=NC2=CC1